C(CC)C1=NNC(C1)(C)CCC 3,5-dipropyl-5-methyl-2-pyrazoline